2-((2-(4-ethylpiperazin-1-yl)ethyl)amino)pyrido[2,3-d]pyrimidin-7(8H)-one C(C)N1CCN(CC1)CCNC=1N=CC2=C(N1)NC(C=C2)=O